ClC1=C(C=C(C(=C1)OC(C(C(F)(F)F)F)(F)F)Cl)N=C=O 2,5-dichloro-4-(1,1,2,3,3,3-hexafluoropropoxy)phenyl isocyanate